3-(N-(2-(1,3-dimethylpyrazol-5-yl)-5-(trifluoromethyl)phenyl)sulfamoyl)-4-methoxybenzoic acid CN1N=C(C=C1C1=C(C=C(C=C1)C(F)(F)F)NS(=O)(=O)C=1C=C(C(=O)O)C=CC1OC)C